BrC1=CC=CC=2N(C(=NC21)CNC(OCC2=CC=CC=C2)=O)COCC[Si](C)(C)C benzyl [(4-bromo-1-{[2-(trimethylsilyl)ethoxy]methyl}-1H-benzimidazol-2-yl)methyl]carbamate